C(C)(=O)OC\C=C(\C(=O)NCCCCNC(\C=C\C1=CC(=C(C=C1)OC)O)=O)/C (E)-4-((4-((E)-3-(3-hydroxy-4-methoxyphenyl)acrylamido)butyl)amino)-3-methyl-4-oxobut-2-en-1-yl acetate